2-butyl-1-(cyclohexylmethyl)-7-isopropoxy-1H-imidazo[4,5-d]pyridazin-4-amine hydrochloride Cl.C(CCC)C1=NC=2C(=C(N=NC2N)OC(C)C)N1CC1CCCCC1